4-[[[1-[2-carboxy-3-(2-methoxyethoxy)propyl]-cyclopentyl]carbonyl]amino]-cyclohexanecarboxylic acid C(=O)(O)C(CC1(CCCC1)C(=O)NC1CCC(CC1)C(=O)O)COCCOC